5-hydroxy-7,2',3'-trimethoxyflavone OC1=C2C(C=C(OC2=CC(=C1)OC)C1=C(C(=CC=C1)OC)OC)=O